C1(CC1)C1=CC(=C(C(=O)NC(NC2=CC=CC=3N2C=CN3)=O)C=C1)F 4-Cyclopropyl-2-fluoro-N-(imidazo[1,2-a]pyridin-5-ylcarbamoyl)benzamide